N-(1-benzylpiperidin-4-yl)-N-(4-methoxyphenyl)-2-furoamide C(C1=CC=CC=C1)N1CCC(CC1)N(C(=O)C=1OC=CC1)C1=CC=C(C=C1)OC